CSC=1C=C(C=CC1)N1C(N(C(C2=CC=CC=C12)=O)C=1C=NC=CC1)=O 1-(3-methylthiophenyl)-3-(pyridin-3-yl)quinazoline-2,4(1H,3H)-dione